((perfluorophenyl)methyl)-9H-purin FC1=C(C(=C(C(=C1F)F)F)F)CC1=NC=C2N=CNC2=N1